Bis-pyrrolidinium chloride salt [Cl-].[NH2+]1CCCC1.[NH2+]1CCCC1.[Cl-]